CN(C=1C2=C(N=C(N1)C1=CC=NC=C1)C=NC=C2)C(C)C N-methyl-N-(prop-2-yl)-2-(pyridin-4-yl)pyrido[3,4-d]Pyrimidin-4-amine